ClC=1C=CC(=NC1)[C@@]1(OC2=C(O1)C=CC=C2N2CCN([C@@H]1CC[C@H]21)C(=O)OC(C)(C)C)C |r| rac-tert-butyl (1R,6S)-5-((S)-2-(5-chloropyridin-2-yl)-2-methylbenzo[d][1,3]dioxol-4-yl)-2,5-diazabicyclo[4.2.0]octane-2-carboxylate